tert-Butyl N-{(1S)-2-[3-fluoro-4-(tetrahydropyran-4-yl)anilino]-1-(trans-4-methyl-cyclohexyl)-2-oxoethyl}carbamate FC=1C=C(NC([C@H]([C@@H]2CC[C@H](CC2)C)NC(OC(C)(C)C)=O)=O)C=CC1C1CCOCC1